C1(C(CC(CC1)C(=O)O)C(=O)O)C(=O)O 1,2,4-CYCLOHEXANTRICARBOXYLIC ACID